zirconium benzene-1,3,5-tricarboxylic acid C1(=CC(=CC(=C1)C(=O)O)C(=O)O)C(=O)O.[Zr]